2-(6-fluoro-1-methyl-1H-indol-4-yl)-7-(fluoromethoxy)-4-(4-fluoropiperidine-1-carbonyl)-6-methoxyisoquinolin-1(2H)-one FC1=CC(=C2C=CN(C2=C1)C)N1C(C2=CC(=C(C=C2C(=C1)C(=O)N1CCC(CC1)F)OC)OCF)=O